C(C)OC([C@H](NC1=CC=C(C=C1)S(=O)(=O)C)CO)=O (2R,3R)-p-methylsulfonylphenyl-serine ethyl ester